BrC1=NN2C(=NC(=CC2=O)C2=CC=NC=C2)S1 2-bromo-7-(pyridin-4-yl)-[1,3,4]thiadiazolo[3,2-a]pyrimidin-5-one